5-(bromomethyl)-1,3-dimethoxy-2-(prop-1-en-2-yl)benzene BrCC=1C=C(C(=C(C1)OC)C(=C)C)OC